C1=CC=CC=2SC3=CC=CC=C3N(C12)CCCN1C(CCCC1)C(=O)O 1-(3-(10H-phenothiazin-10-yl)propyl)piperidin-2-carboxylic acid